C(C)(C)(C)[C@@H]1CC=2C=C(C(=NC2C=2N1C=C(C(C2)=O)C(=O)OCC)C(=C)C)OCCCOC ethyl (S)-6-(tert-butyl)-3-(3-methoxypropoxy)-10-oxo-2-(prop-1-en-2-yl)-5,10-dihydro-6H-pyrido[1,2-h][1,7]naphthyridine-9-carboxylate